C(C)(C)N1N=C(C=C1C(=O)O)C 1-isopropyl-3-methyl-1H-pyrazole-5-carboxylic acid